5-Chloro-2-(2-methyl-4-(piperidin-4-yl)benzo[d][1,3]dioxol-2-yl)pyridine ClC=1C=CC(=NC1)C1(OC2=C(O1)C=CC=C2C2CCNCC2)C